C1=C(N=CN1C2[C@@H]([C@@H]([C@H](O2)COP(=O)(O)O)O)O)CC(=O)O The molecule is a N-glycosyl compound, a ribose monophosphate, a member of imidazoles and a monocarboxylic acid. It is a conjugate acid of a [1-(5-phosphonatoribosyl)imidazol-4-yl]acetate(3-).